[4-(3-chloro-5-fluoropyridin-2-yl)piperidine-1-carbonyl]-6-methyl-N-(1-methylcyclopropyl)furo[2,3-d]pyrimidin-4-amine ClC=1C(=NC=C(C1)F)C1CCN(CC1)C(=O)C=1N=C(C2=C(N1)OC(=C2)C)NC2(CC2)C